FC12CC(C1)(C2)NC(=O)NCC2=CC(=NC=C2)C(F)(F)F 1-(3-fluoro-1-bicyclo[1.1.1]pentanyl)-3-[[2-(trifluoro-methyl)pyridin-4-yl]methyl]urea